hydroxy-6-methoxy-8-methyl-3,4-dihydroisoquinolin-1(2H)-one ON1C(C2=C(C=C(C=C2CC1)OC)C)=O